NC1=NC=2C=CC(=CC2C2=C1[C@H](OC2)C)C(=O)N(CC)CC2=NC=C(C=C2)C2CC2 (3R)-4-amino-N-((5-cyclopropyl-2-pyridinyl)methyl)-N-ethyl-3-methyl-1,3-dihydrofuro[3,4-c]quinoline-8-carboxamide